butyl-tin tristearate C(CCCCCCCCCCCCCCCCC)(=O)[O-].C(CCCCCCCCCCCCCCCCC)(=O)[O-].C(CCCCCCCCCCCCCCCCC)(=O)[O-].C(CCC)[Sn+3]